(E)-(2-chlorophenyl)(imino)(2-(2,4,6-trichloropyrimidin-5-yl)vinyl)-lambda6-sulfanone ClC1=C(C=CC=C1)S(=O)(\C=C\C=1C(=NC(=NC1Cl)Cl)Cl)=N